4-(trifluoromethyl)thieno[2,3-b]pyridin-6-yltrifluoromethanesulfonic acid FC(C1=C2C(=NC(=C1)OS(=O)(=O)C(F)(F)F)SC=C2)(F)F